ClC=1C=C(C=C(C1OC1=CNC(C(=C1)C(NC)=O)=O)Cl)NC(=O)C1=NOC(N1)=O N-(3,5-dichloro-4-((5-(methylcarbamoyl)-6-oxo-1,6-dihydropyridin-3-yl)oxy)phenyl)-5-oxo-4,5-dihydro-1,2,4-oxadiazole-3-carboxamide